C(#N)N1CC2(C(NC3=CC=C(C=C3C2)C=2C=C(C=CC2)NS(=O)(=O)C2CC2)=O)CC1 N-(3-(1-cyano-2'-oxo-1',4'-dihydro-2'H-spiro[pyrrolidine-3,3'-quinolin]-6'-yl)phenyl)cyclopropanesulfonamide